C(CCCCO)O penta-methylene glycol